FC1=C(C=CC(=N1)O)C=1CSC2=CC(=CC=C2C1C1=CC=C(C=C1)O[C@@H]1CN(CC1)CCCF)O 6-Fluoro-5-[4-[4-[(3S)-1-(3-fluoropropyl)pyrrolidin-3-yl]oxyphenyl]-7-hydroxy-2H-thiochromen-3-yl]pyridin-2-ol